OP(O)OP(O)O.C(CCCCCCCCCCCCCCCCC)C(O)C(CO)(CO)CO stearylpentaerythritol diphosphite